C(C)OC1=CSC(=C1)C1=NC=NC(=C1)NCCN1C(=CC2=CC(=C(C(=C12)F)F)F)C 3-Ethoxy-5-{6-[2-(5,6,7-trifluoro-2-methyl-indol-1-yl)-ethylamino]-pyrimidin-4-yl}-thiophen